FC1=CC=C(C=N1)NC(=O)C=1C=2C[C@@H]3[C@H](C2N(N1)C1=C(C=C(C=C1)F)F)C3 (1aR,5aR)-2-(2,4-Difluoro-phenyl)-1a,2,5,5a-tetrahydro-1H-2,3-diaza-cyclopropa[a]pentalene-4-carboxylic acid (6-fluoro-pyridin-3-yl)-amide